[Cl-].C(#N)C[P+](C1=CC=CC=C1)(C1=CC=CC=C1)C1=CC=CC=C1 (cyanomethyl)triphenyl-Phosphonium chloride